S(=O)(=O)(O)O.NO hydroxylamine (sulfate) salt